C1(CC1)C1=C(C=CC(=C1)N1CCN(CC1)C)NC1=NC=C(C(=N1)NCCCN1C(OC(CC1)(C)C)=O)C(F)(F)F 3-(3-((2-((2-cyclopropyl-4-(4-methylpiperazin-1-yl)phenyl)amino)-5-(trifluoromethyl)pyrimidin-4-yl)amino)propyl)-6,6-dimethyl-1,3-oxazinan-2-one